BrC=1C=CC(=C(C1)CC(=O)N(C)C)OC 2-(5-bromo-2-methoxyphenyl)-N,N-dimethylacetamide